5,10,15,20-tetra(4-methoxyphenyl)-21H,23H-porphin COC1=CC=C(C=C1)C=1C2=CC=C(N2)C(=C2C=CC(C(=C3C=CC(=C(C=4C=CC1N4)C4=CC=C(C=C4)OC)N3)C3=CC=C(C=C3)OC)=N2)C2=CC=C(C=C2)OC